FC=1C=C(C=C(C1)F)[C@@H]1CC=NN1C(=O)N1CC(C1)OC1=CC(=NC=C1F)C=1C(=NN(C1C)CC(=O)NC)C (S)-2-(4-(4-((1-(5-(3,5-difluorophenyl)-4,5-dihydro-1H-pyrazole-1-carbonyl)azetidin-3-yl)oxy)-5-fluoropyridin-2-yl)-3,5-dimethyl-1H-pyrazol-1-yl)-N-methylacetamide